6-(2,3,6,7-tetrahydro-1H-azepin-4-yl)pyrido[3,2-d]Pyrimidine-4-amine hydrochloride Cl.N1CCC(=CCC1)C=1C=CC=2N=CN=C(C2N1)N